ClC1=C(C=C(C=C1)[C@@H](NC(=O)N1CC(NCC1)=O)C1=NC(=C(C=C1)F)C(F)(F)F)F |o1:7| N-((R or S)-(4-chloro-3-fluorophenyl)(5-fluoro-6-(trifluoromethyl)pyridin-2-yl)methyl)-3-oxopiperazine-1-carboxamide